FC1=CC=C(C=C1)C1=C(N=C(C2=CC3=C(C=C12)C=NN3C(=O)OCCOP(=O)(O)O)C3C(C(C3)C(=O)O)=O)C(C)C 3-[5-(4-fluorophenyl)-6-isopropyl-1-(2-phosphonooxyethoxycarbonyl)pyrazolo[4,3-g]Isoquinolin-8-yl]Oxocyclobutanecarboxylic acid